(R)-4-hydroxy-benzyl dodecanoate C(CCCCCCCCCCC)(=O)OCC1=CC=C(C=C1)O